CC1(C2=CC=CC=C2C=2C(=CC=CC12)N(C1=C(C=CC=C1)C(C(=O)O)=C)C1=CC=CC=C1)C (2-((9,9-dimethyl-9H-fluoren-4-yl)(phenyl)amino)phenyl)acrylic acid